COC=1C=C(CN(C(C(CC)(C)C)=O)C)C=CC1 N-(3-methoxybenzyl)-N,2,2-trimethylbutanamide